CC1=C(C=NC=C1)C=1C=C2C(=NC1)NC=C2C2=CC=1N(C=C2)N=CC1C=1C=NC=CC1 5-(4-methylpyridin-3-yl)-3-(3-(pyridin-3-yl)pyrazolo[1,5-a]pyridin-5-yl)-1H-pyrrolo[2,3-b]pyridine